N[C@H]1CN(CC1)C1=NC(=CC(=N1)N1CC=2C(=NC=CC2C1=O)C1=C(C=CC=C1OC)F)C 2-(2-((R)-3-aminopyrrolidin-1-yl)-6-methylpyrimidin-4-yl)-4-(2-fluoro-6-methoxyphenyl)-2,3-dihydro-1H-pyrrolo[3,4-c]pyridin-1-one